C1(=C(C=CC=C1)N(C1=CC=2C(C3=CC=CC=C3C2C=C1)(C)C)C=1C=C(C=C(C1)C1=CC(=CC(=C1)C(C)(C)C)C1=CC(=CC(=C1)C(C)(C)C)C(C)(C)C)C(C)(C)C)C1=CC=CC=C1 N-(biphenyl-2-yl)-N-(3,3'',5',5''-tetra-tert-butyl-1,1':3',1''-terphenyl-5-yl)-9,9-dimethyl-9H-fluoren-2-amine